Tert-butyl 2-(1-((1-oxo-1,3-dihydroisobenzofuran-5-yl)oxy)ethyl)piperidine-1-carboxylate O=C1OCC2=CC(=CC=C12)OC(C)C1N(CCCC1)C(=O)OC(C)(C)C